4-(2,6-dichlorophenyl)-2-pyrazinylimidazole ClC1=C(C(=CC=C1)Cl)C=1N=C(NC1)C1=NC=CN=C1